[Br-].[Br-].C[N+](CCC[N+]1=CCC2=CC=CC=C12)(C)C (3-(trimethylammonio)propyl)-3H-indolium dibromide